2-((2S)-4-(7-(8-ethynylnaphthalen-1-yl)-6,8-difluoro-2-(((2R,7aS)-2-fluorotetrahydro-1H-pyrrolizine-7a(5H)-yl)methoxy)quinazolin-4-yl)-1-(2-fluoroacryloyl)piperazin-2-yl)acetonitrile C(#C)C=1C=CC=C2C=CC=C(C12)C1=C(C=C2C(=NC(=NC2=C1F)OC[C@]12CCCN2C[C@@H](C1)F)N1C[C@@H](N(CC1)C(C(=C)F)=O)CC#N)F